sodium-aluminum salt [Al].[Na]